1-[2-(azetidin-1-yl)ethyl]-6-(4-fluoro-3-methyl-phenyl)-3H-imidazo[4,5-b]pyridin-2-one N1(CCC1)CCN1C(NC2=NC=C(C=C21)C2=CC(=C(C=C2)F)C)=O